N-(Cyclohex-3-en-1-yl)-2-((7-(4,4,5,5-tetramethyl-1,3,2-dioxaborolan-2-yl)naphthalen-2-yl)oxy)acetamide C1(CC=CCC1)NC(COC1=CC2=CC(=CC=C2C=C1)B1OC(C(O1)(C)C)(C)C)=O